N[C@@H](CCCNC(N)=N)C(=O)N=[N+]=[N-] arginine, azide